C(CCCCCN=C(N)N)CCCCN=C(N)N.Cl.Cl The molecule is a hydrochloride resulting from the reaction of decamethylenediguanidine with 2 mol eq. of hydrogen chloride. It has a role as a hypoglycemic agent, a nephrotoxin and a hepatotoxic agent. It is a hydrochloride and a guanidinium salt. It contains a synthalin A(2+).